The molecule is a hydrochloride salt prepared from N-[2-(4-bromocinnamylamino)ethyl]isoquinoline-5-sulfonamide and two equivalents of hydrogen chloride. It has a role as an EC 2.7.11.11 (cAMP-dependent protein kinase) inhibitor. It contains a N-[2-(4-bromocinnamylamino)ethyl]isoquinoline-5-sulfonamide(2+). C1=CC2=C(C=CN=C2)C(=C1)S(=O)(=O)NCCNCC=CC3=CC=C(C=C3)Br.Cl.Cl